1-(4-(2,4-dinitrophenoxy)benzyl)quinoline [N+](=O)([O-])C1=C(OC2=CC=C(CN3CC=CC4=CC=CC=C34)C=C2)C=CC(=C1)[N+](=O)[O-]